Cl.Cl.C1(=CC=CC=C1)[C@H]1[C@@H](CNC1)C(=O)NC=1C=NC=CC1 |r| (±)-trans-4-phenyl-N-(pyridin-3-yl)pyrrolidine-3-carboxamide dihydrochloride